CN(C(CN1C(C=2C(C1=O)=CC=CC2)=O)C)C N-(2-(dimethylamino)propyl)phthalimide